N-decylbutane-1,4-diamine C(CCCCCCCCC)NCCCCN